(1R,2R)-N-((S)-2-((cyclopropylmethyl)(methyl)amino)-3-(4-hydroxyphenyl)propyl)-2-methyl-2-phenylcyclopropane-1-carboxamide C1(CC1)CN([C@H](CNC(=O)[C@H]1[C@@](C1)(C1=CC=CC=C1)C)CC1=CC=C(C=C1)O)C